[N+](=O)([O-])C1=CC(=C2C=NNC2=C1)C=1N=NN(C1)CC=1N=C2N(C=C(C=C2)CO)C1 (2-((4-(6-nitro-1H-indazole-4-yl)-1H-1,2,3-triazol-1-yl)methyl)imidazo[1,2-a]pyridine-6-yl)methanol